6-bromo-1,1-dipropyloxy-hexane BrCCCCCC(OCCC)OCCC